(4,6-dimethoxypyrimidin-2-yl)amine COC1=NC(=NC(=C1)OC)N